3-ethylimidazole hexafluorophosphate F[P-](F)(F)(F)(F)F.C(C)N1C=NC=C1